azobiphenyl N(=NC1=C(C=CC=C1)C1=CC=CC=C1)C1=C(C=CC=C1)C1=CC=CC=C1